6-Hydroxy-2',3,3',4,5',6'-hexahydro-1H-spiro[naphthalene-2,4'-pyran] OC=1C=C2CCC3(CCOCC3)CC2=CC1